1-cyclopentyl-3-methyl-6-((3-methylpyridin-4-yl)amino)-1,3-dihydro-2H-imidazo[4,5-c]pyridin-2-one C1(CCCC1)N1C(N(C=2C=NC(=CC21)NC2=C(C=NC=C2)C)C)=O